1H-indol-6-aldehyde N1C=CC2=CC=C(C=C12)C=O